(S)-ethyl 3-amino-3-(2,4-difluoro-2',3',5,5',6'-pentamethylbiphenyl-3-yl)propanoate N[C@@H](CC(=O)OCC)C=1C(=C(C=C(C1F)C)C1=C(C(=CC(=C1C)C)C)C)F